N1CC(CCCCC1)N Azacyclooctan-3-amine